N-(3-(furan-2-yl)phenyl)-3-methyl-5-oxo-1-phenyl-4,5-dihydro-1H-pyrazole-4-carboxamide O1C(=CC=C1)C=1C=C(C=CC1)NC(=O)C1C(=NN(C1=O)C1=CC=CC=C1)C